FC(C1=NN=C(O1)C=1C=CC(=NC1)CN(C(=O)C1(CN(C1)C1CCN(CC1)CC(C)C)F)C1=CC(=CC=C1)F)F N-((5-(5-(difluoromethyl)-1,3,4-oxadiazol-2-yl)pyridin-2-yl)methyl)-3-fluoro-N-(3-fluorophenyl)-1-(1-isobutylpiperidin-4-yl)azetidine-3-carboxamide